ClC1=NC(=NC=N1)NC=1C=2C=CNC2C=CC1 N-(4-chloro-1,3,5-triazin-2-yl)-1H-indol-4-amine